ClC1=CC(=NC(=C1)NC1=C(C=CC=C1)F)C(=O)NC1CC2=CC=CC=C2C1 4-chloro-N-(2,3-dihydro-1H-inden-2-yl)-6-((2-fluorophenyl)amino)pyridineamide